C(C)C(C(C1=CC=C(C=C1)F)NC(=O)C=1C=C2C(=NC1)N(C=C2)C)(CC)O N-(2-ethyl-1-(4-fluorophenyl)-2-hydroxybutyl)-1-methyl-1H-pyrrolo[2,3-b]pyridine-5-carboxamide